tert-butyl (3-((3-((4-((4-(4-cyano-6-methylpyrimidin-2-yl)piperazin-1-yl)sulfonyl)phenyl)carbamoyl)-4-(N-methylmethylsulfonamido)benzyl)amino)propyl)carbamate C(#N)C1=NC(=NC(=C1)C)N1CCN(CC1)S(=O)(=O)C1=CC=C(C=C1)NC(=O)C=1C=C(CNCCCNC(OC(C)(C)C)=O)C=CC1N(S(=O)(=O)C)C